C(C)N1C(C2=NC(=CC=C2C1=O)NC1=NC=C(C(=N1)N[C@H](CO)C1=CC=CC=C1)C1=NC(=NO1)C=1C=NC=CC1)(C)C (S)-6-ethyl-2-((4-((2-hydroxy-1-phenylethyl)amino)-5-(3-(pyridin-3-yl)-1,2,4-oxadiazol-5-yl)pyrimidin-2-yl)amino)-7,7-dimethyl-6,7-dihydro-5H-pyrrolo[3,4-b]pyridin-5-one